ClC=1C=C2C(=NC=NC2=CC1C1=C(C=CC2=CC=CC=C12)OC)N1CCN(CC1)C(C=C)=O 1-(4-(6-chloro-7-(2-methoxy-naphthalen-1-yl)quinazolin-4-yl)piperazin-1-yl)prop-2-en-1-one